[N-](S(=O)(=O)C(F)(F)F)S(=O)(=O)C(F)(F)F.C[N+]1=CC=C(C=C1)C1=CC=[N+](C=C1)C1=CC=CC=C1.[N-](S(=O)(=O)C(F)(F)F)S(=O)(=O)C(F)(F)F 1-methyl-1'-phenyl-4,4'-bipyridinium bis(trifluoromethanesulfonyl)imide salt